C1(CC1)C1=NC=NC(=C1C1=NC=CC(=N1)OCC1=CC(=C(C=C1)C=1N(C=C(N1)C(F)(F)F)C1CC1)F)OC(F)F 4-cyclopropyl-5-[4-[[4-[1-cyclopropyl-4-(trifluoromethyl)imidazol-2-yl]-3-fluoro-phenyl]methoxy]pyrimidin-2-yl]-6-(difluoromethoxy)pyrimidine